FC=1C=C(C2=C(C(=C(O2)C(C(F)(F)F)NC(=O)NC=2C=CC(=NC2)NC(OC(C)(C)C)=O)C)C1)F tert-butyl N-[5-({[1-(5,7-difluoro-3-methyl-1-benzofuran-2-yl)-2,2,2-trifluoroethyl]carbamoyl}amino)pyridin-2-yl]carbamate